N-{5-[2-(2,6-dioxopiperidin-3-yl)-1-oxo-3H-isoindol-4-yl]penta-2,4-diyn-1-yl}-3-methoxy-4-nitrobenzamide O=C1NC(CCC1N1C(C2=CC=CC(=C2C1)C#CC#CCNC(C1=CC(=C(C=C1)[N+](=O)[O-])OC)=O)=O)=O